(4S)-N-(5-chloro-2,4-difluorophenyl)-N-methyl-3-[6-methyl-4-(trifluoromethyl)-2-pyridinyl]2-oxoimidazolidine-4-carboxamide ClC=1C(=CC(=C(C1)N(C(=O)[C@H]1N(C(NC1)=O)C1=NC(=CC(=C1)C(F)(F)F)C)C)F)F